FC1(CN(C1)C(/C=C/[C@@H](C)NC(=O)[C@@]1(CCNCCC1)F)=O)F (R)-N-((R,E)-5-(3,3-difluoroazetidin-1-yl)-5-oxopent-3-en-2-yl)-4-fluoroazepane-4-carboxamide